(2S)-3-[4-(difluoromethyl)phenyl]-2-[9H-fluoren-9-ylmethoxycarbonyl-(methyl)amino]propionic acid FC(C1=CC=C(C=C1)C[C@@H](C(=O)O)N(C)C(=O)OCC1C2=CC=CC=C2C=2C=CC=CC12)F